CCNC1=NC(=NC(=N1)Cl)NC(C)C The molecule is a diamino-1,3,5-triazine that is 1,3,5-triazine-2,4-diamine substituted by a chloro group at position 6 while one of hydrogens of each amino group is replaced respectively by an ethyl and a propan-2-yl group. It has a role as a herbicide, an environmental contaminant and a xenobiotic. It is a chloro-1,3,5-triazine and a diamino-1,3,5-triazine. It derives from a 6-chloro-1,3,5-triazine-2,4-diamine.